2-(4-chloro-3-methoxyphenyl)acetonitrile ClC1=C(C=C(C=C1)CC#N)OC